6-bromo-1-((tert-butoxycarbonyl)amino)-1,3-dihydrospiro[indene-2,4'-piperidine]-1'-carboxylic acid tert-butyl ester C(C)(C)(C)OC(=O)N1CCC2(CC1)C(C1=CC(=CC=C1C2)Br)NC(=O)OC(C)(C)C